C(#N)C1=C(C=CC=C1)C(C(C)C=1N(C(C(=C(N1)C(=O)NC=1C=NOC1)OC)=O)C)C=1C=NN(C1)CCO 2-[1-(2-cyanophenyl)-1-[1-(2-hydroxyethyl)pyrazol-4-yl]propan-2-yl]-5-methoxy-1-methyl-N-(1,2-oxazol-4-yl)-6-oxopyrimidine-4-carboxamide